calcium N-acetylneuraminic acid salt C(C)(=O)N[C@@H]1[C@H](CC(C([O-])=O)(O)O[C@H]1[C@H](O)[C@H](O)CO)O.[Ca+2].C(C)(=O)N[C@@H]1[C@H](CC(C([O-])=O)(O)O[C@H]1[C@H](O)[C@H](O)CO)O